N1=CC=CC2=CC=C(C=C12)NC(C1=CC=CC=C1)=O N-(quinolin-7-yl)benzamide